4-((6-(1-Isopropyl-1H-pyrazol-4-yl)pyrimidin-4-yl)((4-(4-methoxy-3-methylphenyl)bicyclo[2.2.2]octan-1-yl)methyl)carbamoyl)(trans-cyclohexyl) (3-hydroxypropyl)carbamate OCCCNC(O[C@@H]1CC[C@H](CC1)C(N(CC12CCC(CC1)(CC2)C2=CC(=C(C=C2)OC)C)C2=NC=NC(=C2)C=2C=NN(C2)C(C)C)=O)=O